2-[[(1R)-1-[3,6-dimethyl-2-(2-methylindol-5-yl)-4-oxo-chromen-8-yl]ethyl]amino]benzoic acid CC1=C(OC2=C(C=C(C=C2C1=O)C)[C@@H](C)NC1=C(C(=O)O)C=CC=C1)C=1C=C2C=C(NC2=CC1)C